5-methylindole-2-carboxylic acid methyl ester COC(=O)C=1NC2=CC=C(C=C2C1)C